C(CCCCCCC)(=O)OC(CN(CC(CCCCCCCC)OC(CCCCCCC)=O)CCCCN(C)C)CCCCCCCC ((4-(dimethylamino)butyl)azanediyl)bis(decane-1,2-diyl) dioctanoate